(R)-tert-butyl (1-cyclopropyl-3-hydroxypropan-2-yl)carbamate C1(CC1)C[C@H](CO)NC(OC(C)(C)C)=O